9-fluoro-10-(3-hydroxy-1-oxa-8-azaspiro[4.5]decan-8-yl)-3-methyl-2H-[1,4]oxazino[2,3,4-ij]quinolin-7(3H)-one FC=1C=C2C(C=CN3C2=C(C1N1CCC2(CC(CO2)O)CC1)OCC3C)=O